COC1=CC(=NC(=C1)OC)C[C@H](CO)NC(OC(C)(C)C)=O tert-Butyl (R)-(1-(4,6-dimethoxypyridin-2-yl)-3-hydroxypropan-2-yl)carbamate